C(C)NCCS(=O)(=O)O ethyl-(taurine)